ClC1=C(C=CC=C1)C(C(=O)O)(C)F 2-(2-Chlorophenyl)-2-fluoro-propionic acid